C(C1=CC=CC=C1)(=O)C1=C(C2=C(N=C(N=C2)Cl)N(C1=O)C1CCCC1)C 6-benzoyl-2-chloro-8-cyclopentyl-5-methylpyrido[2,3-d]pyrimidin-7(8H)-one